N-((S)-1-((S)-6-amino-1-((R)-3-methylpiperazin-1-yl)-1-oxohexan-2-ylamino)-1-oxo-3-phenylpropan-2-yl)benzamide TFA salt OC(=O)C(F)(F)F.NCCCC[C@@H](C(=O)N1C[C@H](NCC1)C)NC([C@H](CC1=CC=CC=C1)NC(C1=CC=CC=C1)=O)=O